NC1=C(C=C(C=N1)B(O)O)C(NC1CCC(CC1)(C)O)=O (6-amino-5-(((1R,4R)-4-hydroxy-4-methylcyclohexyl)carbamoyl)pyridin-3-yl)boronic acid